3-(5-(3-((4'-fluoro-5,5-dimethyl-3,4,5,6-tetrahydro-[1,1'-biphenyl]-2-yl)methyl)imidazolidine-1-carbonyl)-1-oxoisoindolin-2-yl)piperidine-2,6-dione FC1=CC=C(C=C1)C1=C(CCC(C1)(C)C)CN1CN(CC1)C(=O)C=1C=C2CN(C(C2=CC1)=O)C1C(NC(CC1)=O)=O